C(C)(C)OC(=O)C=1C(=C(N2C=C(C=C2C1)C1=CC(=C(C(=C1)OC)OC)OC)C(=C)N1CCC(CC1)N(C)C)C 5-(1-(4-(dimethylamino)piperidin-1-yl)vinyl)-6-methyl-2-(3,4,5-trimethoxyphenyl)-indolizine-7-carboxylic acid isopropyl ester